mononitrobenzene thiophene-2-sulfonate S1C(=CC=C1)S(=O)(=O)O.[N+](=O)([O-])C1=CC=CC=C1